propyl-3-methylpyridine p-toluenesulfonate CC1=CC=C(C=C1)S(=O)(=O)O.C(CC)C1=NC=CC=C1C